Methyl (E)-5-((6-(2-(5-Cyclopropyl-3-(2-(trifluoromethyl) phenyl)isoxazol-4-yl) vinyl)spiro[3.3]heptan-2-yl)methoxy)-3-methylpicolinate C1(CC1)C1=C(C(=NO1)C1=C(C=CC=C1)C(F)(F)F)/C=C/C1CC2(CC(C2)COC=2C=C(C(=NC2)C(=O)OC)C)C1